C(C=C)S(=O)(=O)C1=C(C=CC(=C1)[N+](=O)[O-])Cl 2-(allylsulfonyl)-1-chloro-4-nitrobenzene